(R)-2-(2-(4-methylpyridin-2-yl)ethyl)chroman-4-one CC1=CC(=NC=C1)CC[C@H]1OC2=CC=CC=C2C(C1)=O